C1(CC1)C=1N=CC2=C3C(=CC(=C2C1)S(NCC(C)C)(=O)=O)[C@H](C[C@@H]3NC(NCC)=S)NC(=O)C=3C=NC=CC3 |r| N-(trans-(7SR,9SR)-3-cyclopropyl-9-(ethylcarbamothioylamino)-5-(isobutylsulfamoyl)-8,9-dihydro-7H-cyclopenta[h]isoquinolin-7-yl)pyridine-3-carboxamide